ClC1=CC=2C(=C(N=NC2N2[C@H](CN(CC2)C(=O)OC(C)(C)C)C)C2=C(C=CC=C2C(C)C)C(C)C)N=C1C1=C(C=CC=C1)F tert-butyl (S)-4-(3-chloro-8-(2,6-diisopropylphenyl)-2-(2-fluorophenyl)pyrido[2,3-d]pyridazin-5-yl)-3-methylpiperazine-1-carboxylate